(S)-3-((8-(benzyl-(methyl)carbamoyl)quinolin-5-yl)amino)pyrrolidine-1-carboxylic acid tert-butylButyl ester C(C)(C)(C)C(CCC)OC(=O)N1C[C@H](CC1)NC1=C2C=CC=NC2=C(C=C1)C(N(C)CC1=CC=CC=C1)=O